C=1(C(=CC=C2C=CC=CC12)C(=O)O)C(=O)O 1,2-Naphthalenedicarboxylic acid